C(C)OC(CCCC)O ethoxypentanol